COCCN1CCN(CC1)C1=CC(=NC=C1)NC=1SC2=NC(=CC=C2N1)C1=CN=NC=C1 N-(4-(4-(2-methoxyethyl)piperazin-1-yl)pyridin-2-yl)-5-(pyridazin-4-yl)thiazolo[5,4-b]pyridin-2-amine